2-methyl-5-fluorobenzoic acid-(docosahexenoylaminoethyl) ester C(C=CC=CC=CC=CC=CC=CCCCCCCCCC)(=O)NCCOC(C1=C(C=CC(=C1)F)C)=O